7-fluoro-4-(5-fluoropyrimidin-2-yl)-N-methyl-N-(3-methylbicyclo[1.1.1]pentan-1-yl)-5-(trifluoromethyl)-1H-indole-2-sulfonamide FC=1C=C(C(=C2C=C(NC12)S(=O)(=O)N(C12CC(C1)(C2)C)C)C2=NC=C(C=N2)F)C(F)(F)F